N1N=CC=2C1=[N+](C=CC2)[O-] pyrazolo[3,4-b]pyridine 7-oxide